C1(CC1)[C@@](C)(O)C=1NC2=NC(=NC(=C2N1)Cl)Cl |r| racemic-1-cyclopropyl-1-(2,6-dichloro-9H-purin-8-yl)ethanol